6-(7-((4-methoxybenzyl)(methyl)amino)-1,6-naphthyridin-3-yl)pyridazine-4-carboxylic acid COC1=CC=C(CN(C2=NC=C3C=C(C=NC3=C2)C2=CC(=CN=N2)C(=O)O)C)C=C1